4-(4-hydroxy-3-methoxy-phenyl)-2-phenyl-3,5-diphenyl-4,5-dihydro-1H-pyrrolo[3,4-c]pyrazol-6-one OC1=C(C=C(C=C1)C1N(C(C=2NN(C(C21)C2=CC=CC=C2)C2=CC=CC=C2)=O)C2=CC=CC=C2)OC